(R)-4-(tert-butoxy)-2-(3-(difluoromethyl)-benzyl)-4-oxobutanoic acid C(C)(C)(C)OC(C[C@H](C(=O)O)CC1=CC(=CC=C1)C(F)F)=O